CC=1C=C(C=CC1)N(C1=C(C=C(C=C1)C1=CC(=C(N(C2=CC(=CC=C2)C)C2=CC(=CC=C2)C)C=C1)C)C)C1=CC(=CC=C1)C N,N,N',N'-tetrakis(3-methylphenyl)-3,3'-dimethylbenzidine